FC(C(C)(C)C1=NNC(=N1)CNC(=O)C1=CC=NO1)=C N-((3-(3-fluoro-2-methylbut-3-en-2-yl)-1H-1,2,4-triazol-5-yl)methyl)isoxazole-5-carboxamide